ClC=1C(=C(C=CC1)NC=1C2=C(N=CN1)C=CC(=N2)[C@H]2CN(CCC2)C(C=C)=O)F (R)-1-(3-(4-((3-chloro-2-fluorophenyl)amino)pyrido[3,2-d]pyrimidin-6-yl)piperidin-1-yl)prop-2-en-1-one